4-((benzyloxy)methyl)-3-fluoroaniline C(C1=CC=CC=C1)OCC1=C(C=C(N)C=C1)F